N1=C(C=CC2=CC=CC=C12)C1=CN=CO1 5-(quinolin-2-yl)oxazole